[N+](=O)([O-])C1=C(N)C=C(C=C1)N1C(=NC=C1)C1=CC=NC2=CC=CC=C12 2-nitro-5-(2-(quinolin-4-yl)-1H-imidazol-1-yl)aniline